FC1=CC=C(C=C1)C1CC2(C1)NC(N(C2=O)C2=CN=CC1=CC=CC=C21)=O 2-(4-fluorophenyl)-7-(isoquinolin-4-yl)-5,7-diazaspiro[3.4]octane-6,8-dione